CN(C(=O)CNC(=O)C1=CC2=C(N(C(=N2)NC=2SC3=C(N2)C=CC(=C3)OC(F)(F)F)CC)C=C1)C 1-Ethyl-2-(6-trifluoromethoxy-benzothiazol-2-ylamino)-1H-benzoimidazole-5-carboxylic acid dimethylcarbamoylmethyl-amide